di(thioglycolic acid) 1,4-butanediate C(CCC(=O)O)(=O)O.C(CS)(=O)O.C(CS)(=O)O